(E)-4-(3-methyl-2-(piperidin-1-ylmethyl)-5-(2-(1-(m-tolyl)ethylidene)hydrazinyl)-3H-imidazo[4,5-b]pyridin-7-yl)morpholine CN1C(=NC=2C1=NC(=CC2N2CCOCC2)N/N=C(\C)/C=2C=C(C=CC2)C)CN2CCCCC2